N,N'-bis(salicylidene)-hexamethylenediamine C(C=1C(O)=CC=CC1)=NCCCCCCN=CC=1C(O)=CC=CC1